N-((5-ethynyl-4-methylpyridin-2-yl)methyl)cyclopropylamine C(#C)C=1C(=CC(=NC1)CNC1CC1)C